NN1C(=C(C(=C1)C=1C=NC=CC1)C1=NC=CC=C1)C(=O)OCC ethyl 1-amino-3-(pyridin-2-yl)-4-(pyridin-3-yl)-1H-pyrrole-2-carboxylate